C[C@H]1[C@@H](C[C@H]([C@@H](O1)O[C@H](C)CCCCC[C@H](CC(=O)O)O)O)O The molecule is an (omega-1)-hydroxy fatty acid ascaroside that is ascr#16 in which the pro-R hydrogen that is beta to the carboxy group is replaced by a hydroxy group. It is a metabolite of the nematode Caenorhabditis elegans. It has a role as a Caenorhabditis elegans metabolite. It is an (omega-1)-hydroxy fatty acid ascaroside, a 3-hydroxy carboxylic acid and a monocarboxylic acid. It derives from an ascr#16 and a (3R,9R)-3,9-dihydroxydecanoic acid. It is a conjugate acid of a bhas#16(1-).